(R)-4-chloro-2-(3-((4-methyl-4H-1,2,4-triazol-3-yl)(phenyl)methyl)phenyl)-6-(((1-methylcyclobutyl)amino)methyl)isoindolin-1-one ClC1=C2CN(C(C2=CC(=C1)CNC1(CCC1)C)=O)C1=CC(=CC=C1)[C@@H](C1=CC=CC=C1)C1=NN=CN1C